Butyl-allyl-piperidine C(CCC)C1N(CCCC1)CC=C